thiouracil (fluorooxim) FON=C1NC(NC=C1)=S